[O-2].[In+3].[O-2].[O-2].[In+3] indium oxide